4-amino-N-((3R,4S)-3-methoxytetrahydro-2H-pyran-4-yl)-3-methyl-N-((5-(trifluoromethyl)pyridin-2-yl)methyl)-1,3-dihydrofuro[3,4-c]quinoline-8-carboxamide NC1=NC=2C=CC(=CC2C2=C1C(OC2)C)C(=O)N(CC2=NC=C(C=C2)C(F)(F)F)[C@@H]2[C@H](COCC2)OC